N-(1'-(2-(1,1-difluoroethyl)-6-(2-methoxyethoxy)-3,6-dihydropyrimidin-4-yl)-1',2'-dihydrospiro[cyclopropane-1,3'-pyrrolo[3,2-c]pyridin]-6'-yl)acetamide FC(C)(F)C1=NC(C=C(N1)N1CC2(C=3C=NC(=CC31)NC(C)=O)CC2)OCCOC